(S)-3-(3-benzyl-3-methylureido)-2-(5,7-dichloro-2-(3-cyclopropylprop-2-ynyl)-1-oxo-1,2,3,4-tetrahydroisoquinoline-6-carboxamido)propanoic acid C(C1=CC=CC=C1)N(C(NC[C@@H](C(=O)O)NC(=O)C=1C(=C2CCN(C(C2=CC1Cl)=O)CC#CC1CC1)Cl)=O)C